(2R)-1-(3-chloro-2,4-difluorobenzyl)-2-ethyl-4-((3-fluoro-6-((5-methyl-1H-pyrazol-3-yl)amino)pyridin-2-yl)methyl)piperidine-4-carboxylic acid ClC=1C(=C(CN2[C@@H](CC(CC2)(C(=O)O)CC2=NC(=CC=C2F)NC2=NNC(=C2)C)CC)C=CC1F)F